3-bromo-2,3-diiodo-2-propenol BrC(=C(CO)I)I